COC1=CC=C(C=C1)C1=C(C(=O)OCC)C(=CC(=N1)C1=CC=CC=C1)C1=CC=CC=C1 ethyl 2-(4-methoxyphenyl)-4,6-diphenylnicotinate